N-(3-Acetyl-8-fluoro-6-oxo-1,2,3,4,5,6-hexahydrobenzo[c][1,7]naphthyridin-1-yl)-N-methyl-1H-indole-2-carboxamide C(C)(=O)N1CC(C=2C3=C(C(NC2C1)=O)C=C(C=C3)F)N(C(=O)C=3NC1=CC=CC=C1C3)C